CC=1OC2=C(C1C(=O)O)C=C(C=C2)OCC2=CC(=CC=C2)C(F)(F)F 2-methyl-5-((3-(trifluoromethyl)benzyl)oxy)benzofuran-3-carboxylic acid